L-3-bromobenzoic acid BrC=1C=C(C(=O)O)C=CC1